5-[(R)-(1,3-Dimethyl-azetidin-3-yl)-hydroxy-(4-isopropyl-phenyl)-methyl]-3',6'-dihydro-2'H-[3,4]bipyridinyl-1'-carboxylic acid tert-butyl ester C(C)(C)(C)OC(=O)N1CCC(=CC1)C=1C=NC=C(C1)[C@](C1=CC=C(C=C1)C(C)C)(O)C1(CN(C1)C)C